methyl 6-amino-1,2,4-triazine-5-carboxylate NC1=C(N=CN=N1)C(=O)OC